COC1=NC=CC(=C1)C1=CC(=CC=2CNS(OC21)(=O)=O)F 8-(2-methoxypyridin-4-yl)-6-fluoro-3,4-dihydrobenzo[e][1,2,3]oxathiazine 2,2-Dioxide